FC1=C(C(=CC=2C3=C(C(=NC12)O[C@@H](C)[C@H]1N(CCC1)C)N=NN3[C@@H]3C[C@H](NCC3)CC#N)C)C3=C(C=CC=C3OC)F 2-((2S,4S)-4-(6-fluoro-7-(2-fluoro-6-methoxyphenyl)-8-methyl-4-((S)-1-((S)-1-methylpyrrolidin-2-yl)ethoxy)-1H-[1,2,3]triazolo[4,5-c]quinolin-1-yl)piperidin-2-yl)acetonitrile